1-[4-(N,N-dimethylamino) phenyl]-1-(4'-dimethylsilanylphenyl) ethylene methyl ((7-chloro-2-(2,6-dioxopiperidin-3-yl)-4-fluoro-3-oxoisoindolin-5-yl)methyl)carbamate ClC=1C=C(C(=C2C(N(CC12)C1C(NC(CC1)=O)=O)=O)F)CNC(OC)=O.CN(C)C1=CC=C(C=C1)C(=C)C1=CC=C(C=C1)[SiH](C)C